methyl 4-(3-hydroxypyridin-2-yl)thiophene-2-carboxylate OC=1C(=NC=CC1)C=1C=C(SC1)C(=O)OC